1-(3,3-Difluoroazetidin-1-yl)-2-[6-[4-fluoro-3-(trifluoromethyl)phenyl]pyrazolo[4,3-b]pyridin-1-yl]ethanone FC1(CN(C1)C(CN1N=CC2=NC=C(C=C21)C2=CC(=C(C=C2)F)C(F)(F)F)=O)F